Pyrazolo[4,3-e]-1,2,4-triazolo[1,5-c]pyrimidine N1=CNN2C=NC=3C(=C21)C=NN3